(R)-6-(1-hydroxyethyl)-4-(4-methoxy-4-methylpiperidin-1-yl)-2-oxo-1,2-dihydro-1,7-naphthyridine-3-carbonitrile O[C@H](C)C=1C=C2C(=C(C(NC2=CN1)=O)C#N)N1CCC(CC1)(C)OC